C1CC(CCC1CO)N ((1s,4s)-4-aminocyclohexyl)methanol